7-((4-butyrylpiperazin-1-yl)methyl)-3-ethyl-1,5-naphthyridin-2(1H)-one C(CCC)(=O)N1CCN(CC1)CC1=CN=C2C=C(C(NC2=C1)=O)CC